methyl (E)-3-[(1S)-7-chloro-8-methoxy-1-methyl-2,3-dihydro-1H-pyrrolo[3,4-c]quinolin-6-yl]prop-2-enoate hydrochloride Cl.ClC=1C(=CC=2C3=C(C=NC2C1/C=C/C(=O)OC)CN[C@H]3C)OC